tert-butyl (4-(1-hydroxy-1-(pyridin-4-yl)ethyl)phenyl)carbamate OC(C)(C1=CC=NC=C1)C1=CC=C(C=C1)NC(OC(C)(C)C)=O